CN(CCN1C(NNC1=O)=O)C 4-(2-dimethylaminoethyl)-1,2,4-triazolidine-3,5-dione